tert-butyl (1S,3R,4R)-3-ethynyl-2-azabicyclo[2.2.1]heptane-2-carboxylate (R)-3-formyl-2-azabicyclo[2.2.1]heptane-2-carboxylate C(=O)C1N([C@@H]2CCC1C2)C(=O)O.C(#C)[C@@H]2N([C@H]1CC[C@@H]2C1)C(=O)OC(C)(C)C